2-sulfoethyl-imidazolium S(=O)(=O)(O)CCC=1NC=C[NH+]1